BrC1=C(C=C2C(=NC(=NC2=C1Cl)C)N[C@H](C)C1=C(C(=CC=C1)C(F)(F)F)C)I (R)-7-bromo-8-chloro-6-iodo-2-methyl-N-(1-(2-methyl-3-(trifluoromethyl)phenyl)ethyl)quinazolin-4-amine